4-((4-ethylpiperazin-1-yl)methyl)-N-(3-chloro-4-(pyridine-2-ylmethoxy)phenyl)benzamide C(C)N1CCN(CC1)CC1=CC=C(C(=O)NC2=CC(=C(C=C2)OCC2=NC=CC=C2)Cl)C=C1